ClC1=NC=C(C=C1C(=O)OC)[N+](=O)[O-] methyl 2-chloro-5-nitro-pyridine-3-carboxylate